3-(5-(((1S,2R)-2-(((4-methoxycyclohexyl)methyl)amino)cyclopentyl)oxy)-1-oxoisoindolin-2-yl)piperidine-2,6-dione COC1CCC(CC1)CN[C@H]1[C@H](CCC1)OC=1C=C2CN(C(C2=CC1)=O)C1C(NC(CC1)=O)=O